copper hexafluoropentanedione FCC(C(C(C(F)(F)F)=O)=O)(F)F.[Cu]